ClC1=C(OCC(=O)NC=2C3=CN(N=C3C=CC2)C)C=CC(=C1Cl)C(C(CC)=C)=O 2-(2,3-dichloro-4-(2-methylenebutanoyl)phenoxy)-N-(2-methyl-2H-indazol-4-yl)acetamide